C(C)(=O)OP(=O)(O)O.C(C)OC=1C=C(C=CC1O)CCC(C)=O 4-(3-Ethoxy-4-hydroxyphenyl)butan-2-one acetyl-phosphate